C(C)(=O)N[C@@H]1[C@@H](CC(C1)C(N[C@@H](C1(CCCC1)C)C1=C(C(=CC=C1F)Cl)Cl)=O)NC(OC(C)(C)C)=O tert-butyl ((1R,2S)-2-acetamido-4-(((S)-(2,3-dichloro-6-fluorophenyl)(1-methylcyclopentyl)methyl)carbamoyl)cyclopentyl)carbamate